2-chloro-6,7-dimethyl-4-(((1R,2R)-2-(trifluoromethyl)cyclopropyl)methoxy)pyrido[2,3-d]pyrimidine ClC=1N=C(C2=C(N1)N=C(C(=C2)C)C)OC[C@H]2[C@@H](C2)C(F)(F)F